5-((7-chloro-1-methyl-6-(pyrazolo[1,5-a]pyrazin-3-yloxy)-1H-imidazo[4,5-b]pyridin-2-yl)amino)-1-methyl-6-oxo-3-(trifluoromethyl)-1,6-dihydropyridine-2-carbonitrile ClC1=C2C(=NC=C1OC=1C=NN3C1C=NC=C3)N=C(N2C)NC2=CC(=C(N(C2=O)C)C#N)C(F)(F)F